BrC1=CC(=C(C=C1)C(CO[Si](C)(C)C(C)(C)C)N1C(C2=CC=CC=C2C1=O)=O)C 2-[1-(4-bromo-2-methyl-phenyl)-2-[tert-butyl-(dimethyl)silyl]oxy-ethyl]isoindoline-1,3-dione